tert-butyl N-[(8-bromo-4-hydroxy-5H-pyrimido[5,4-b]indol-2-yl)methyl]carbamate BrC1=CC=2C3=C(NC2C=C1)C(=NC(=N3)CNC(OC(C)(C)C)=O)O